COC(=O)C1=NC(=NC(=C1)C#C[Si](C(C)C)(C(C)C)C(C)C)N(C)CCN(C)C 2-((2-(dimethylamino)ethyl)(methyl)amino)-6-((triisopropylsilyl)ethynyl)pyrimidine-4-carboxylic acid methyl ester